C(C)(C)C=1C(=NNC1C=1C=C(C=2N(C1)N=CN2)C)C2=CC=C(C=C2)N2CCN(CC2)CCS(=O)(=O)C 6-(4-isopropyl-3-(4-(4-(2-(methylsulfonyl)ethyl)piperazin-1-yl)phenyl)-1H-pyrazol-5-yl)-8-methyl-[1,2,4]triazolo[1,5-a]pyridine